1-(2-((1S,4aS,4bR,6aS,9S,11aS,11bS,13aS)-9-hydroxy-9-(methoxymethyl)-11a,13a-dimethyloctadecahydro-1H-cyclohepta[a]phenanthren-1-yl)-2-oxoethyl)-1H-pyrazole-4-carbonitrile O[C@]1(CC[C@H]2[C@@]([C@H]3CC[C@@]4([C@H](CCC[C@H]4[C@@H]3CC2)C(CN2N=CC(=C2)C#N)=O)C)(CC1)C)COC